ClC=1C(=NC=CC1)C1=NC2=C(N1C)C=CC(=C2)I 2-(3-chloro-pyridin-2-yl)-5-iodo-1-methyl-1H-benzimidazole